N-[1-benzyl-4-(5-fluoro-2-pyridyl)-4-piperidyl]-4-(trifluoromethoxy)benzenesulfonamide C(C1=CC=CC=C1)N1CCC(CC1)(C1=NC=C(C=C1)F)NS(=O)(=O)C1=CC=C(C=C1)OC(F)(F)F